NC=1C2=C(N=CN1)NC(=C2C2=CC(=C(C=C2)OC2=NC=CC(=N2)C)F)C=2C(=CC(=NC2)C#C[Si](C)(C)C(C)(C)C)CCCO 3-[5-(4-amino-5-{3-fluoro-4-[(4-methylpyrimidin-2-yl)oxy]phenyl}-7H-pyrrolo[2,3-d]pyrimidin-6-yl)-2-[2-(tert-butyldimethylsilyl)ethynyl]pyridin-4-yl]propan-1-ol